dimethylsilyl-tert-butylaminoindenyl-titanium dichloride [Cl-].[Cl-].C[SiH](C)[Ti+2](C1C=CC2=CC=CC=C12)NC(C)(C)C